[Pd].[Pd].C(C1=CC=CC=C1)=CC(=O)C=CC1=CC=CC=C1 Dibenzylideneacetone dipalladium (0)